The molecule is a branched amino pentasaccharide comprising one fucose, two galactose, one glucosamine and one glucose unit (at the reducing end), linked as shown. It is an amino pentasaccharide and a glucosamine oligosaccharide. C[C@H]1[C@H]([C@H]([C@@H]([C@@H](O1)O[C@@H]2[C@H]([C@@H](O[C@@H]([C@H]2O[C@H]3[C@@H]([C@H]([C@H]([C@H](O3)CO)O)O)O)CO)O[C@H]4[C@H]([C@H](O[C@H]([C@@H]4O)O[C@@H]5[C@H](OC([C@@H]([C@H]5O)O)O)CO)CO)O)NC(=O)C)O)O)O